didecylmonomethylhydroxyethylammonium C(CCCCCCCCC)[N+](CCO)(C)CCCCCCCCCC